N1,N1-dimethyl-2-phenylethane-1,2-diamine CN(CC(N)C1=CC=CC=C1)C